5-(dimethylamino)-2-fluoro-4-(((1-methylcyclopropyl)sulfonyl)carbamoyl)benzoic acid CN(C=1C(=CC(=C(C(=O)O)C1)F)C(NS(=O)(=O)C1(CC1)C)=O)C